FC=1C=C(C=NC1)C1=NC(=CC2=C1N=CN(C2=O)[C@H](CO)C)C2=CC=C(C=C2)C(F)(F)F (S)-8-(5-fluoropyridin-3-yl)-3-(1-hydroxypropan-2-yl)-6-(4-(trifluoromethyl)phenyl)pyrido[3,4-d]pyrimidin-4(3H)-one